BrC=1C(=CC=C2C(=CNC12)S(=O)(=O)NC1=C(C=C(C(=C1)F)Cl)F)Cl 7-bromo-6-chloro-N-(4-chloro-2,5-difluorophenyl)-1H-indole-3-sulfonamide